C(C)OC(/C(=C/C1=C(C=C(C=C1)C)Br)/N=[N+]=[N-])=O.BrC1=CC(=C(C(=C1)[N+](=O)[O-])N[C@H]1CN(CCC1)C(=O)C1CC(NCC1)=O)C(=O)N1C[C@H](O[C@H](C1)C)C 4-((R)-3-((4-bromo-2-((2R,6s)-2,6-dimethylmorpholine-4-carbonyl)-6-nitrophenyl)amino)piperidin-1-carbonyl)piperidin-2-one ethyl-(Z)-2-azido-3-(2-bromo-4-methyl-phenyl)prop-2-enoate